BrC=1C=C(C=2C=NN(C2C1)CC1=C(C=CC=C1C)C)C(=O)OC methyl 6-bromo-1-(2,6-dimethylbenzyl)-1H-indazole-4-carboxylate